C(C1=CC=CC=C1)NCCC=C N-benzylbuta-3-en-1-amine